tert-butyl 5-(4,4,5,5-tetramethyl-1,3,2-dioxaborolan-2-yl)-2,3,4,7-tetrahydro-1H-azepine-1-carboxylate CC1(OB(OC1(C)C)C=1CCCN(CC1)C(=O)OC(C)(C)C)C